(2-methyl-carbamoylthiophene-3-yl)-carbamic acid tert-butyl ester C(C)(C)(C)OC(NC1=C(SC=C1C(N)=O)C)=O